C(O)(O)=O.N1=C(C=NC=C1)C1=NC=CN=C1 2,2'-bipyrazine carbonate